trans-(3-isopropenyl-2,2-dimethylcyclobutyl)methanol C(=C)(C)[C@@H]1C([C@H](C1)CO)(C)C